neopentyl glycol diacrylate hydroxypivalate OCC(C(=O)O)(C)C.C(C=C)(=O)O.C(C=C)(=O)O.OCC(C)(CO)C